(S)-1-(4-(2-(2-(dimethylamino)ethoxy)-7-(3-hydroxynaphthalen-1-yl)-5,6,7,8-tetrahydropyrido[3,4-d]pyrimidin-4-yl)-3-methylpiperazin-1-yl)prop-2-en-1-one CN(CCOC=1N=C(C2=C(N1)CN(CC2)C2=CC(=CC1=CC=CC=C21)O)N2[C@H](CN(CC2)C(C=C)=O)C)C